C(C1=CC=CC=C1)OC[C@]1(NCCC1)C(=O)OC methyl (2S)-2-(benzyloxymethyl)pyrrolidine-2-carboxylate